C(C)(C)(C)OC(=O)C1=CC=C(C2=CC=CC=C12)N t-butyl-4-aminonaphthalene-1-carboxylate